C1(CC1)C[C@H](C(=O)N[C@@H](C)C1=NC=C(C=C1F)F)N1C(NC2=CC=CC=C2C1=O)=O (R)-3-cyclopropyl-N-((S)-1-(3,5-difluoropyridin-2-yl)ethyl)-2-(2,4-dioxo-1,4-dihydroquinazolin-3(2H)-yl)propanamide